1-tert-butyl 2-methyl (2R)-2-(2-chloroethyl)pyrrolidine-1,2-dicarboxylate ClCC[C@@]1(N(CCC1)C(=O)OC(C)(C)C)C(=O)OC